(4-(4-methylpiperazin-1-yl)phenyl)-1,2-dihydro-3H-pyrazolo[4,3-c]pyridazin-3-one CN1CCN(CC1)C1=CC=C(C=C1)N1NC(C=2N=NC=CC21)=O